ethylene isobutyl methacrylate C(C(=C)C)(=O)OCC(C)C.C=C